Methyl 1-{[(tert-butoxy)carbonyl]({[(tert-butoxy)carbonyl]amino})amino}cyclohexane-1-carboxylate C(C)(C)(C)OC(=O)N(C1(CCCCC1)C(=O)OC)NC(=O)OC(C)(C)C